tert-butyl (E)-2-(2,6-diisopropyl-4-(3-(3-methyl-6-(methylthio)benzofuran-2-yl)-3-oxoprop-1-en-1-yl)phenoxy)-2-methylpropanoate C(C)(C)C1=C(OC(C(=O)OC(C)(C)C)(C)C)C(=CC(=C1)\C=C\C(=O)C=1OC2=C(C1C)C=CC(=C2)SC)C(C)C